BrC1=NN(C=C1)CC1=NC=CC=C1 2-((3-bromo-1H-pyrazol-1-yl)methyl)pyridine